[2-(aminomethyl)-3,3-difluoro-allyl]-4-[[6-(1-ethylpyrazol-4-yl)benzothien-2-yl]methyl]-1,2,4-triazol-3-one trifluoroacetate salt FC(C(=O)O)(F)F.NCC(CC=1N(C(NN1)=O)CC=1SC2=C(C1)C=CC(=C2)C=2C=NN(C2)CC)=C(F)F